(3R)-3-(4-chlorophenyl)-2-[(5-Chloropyrimidin-2-yl)methyl]-4-fluoro-6-[1-(4-fluoro-1-methylpiperidin-4-yl)-1-hydroxypropyl]-3-[(2R)-2-hydroxypropoxy]-2,3-dihydro-1H-isoindol-1-one ClC1=CC=C(C=C1)[C@@]1(N(C(C2=CC(=CC(=C12)F)C(CC)(O)C1(CCN(CC1)C)F)=O)CC1=NC=C(C=N1)Cl)OC[C@@H](C)O